C(C)(=O)[O-].C1(=CC=CC=C1)CCCC[NH3+] phenylbutyl-ammonium acetate